C(C)(=O)N1C=CC2=CC=C(C(=C12)F)C1=C(C(=C(C=N1)Cl)N)F 6-(1-acetyl-7-fluoro-1H-indol-6-yl)-4-amino-3-chloro-5-fluoropyridine